CN1C(N(C=2C1=NC=C(N2)N2CC1(CN(C1)C1=CC(=NC=C1)C(F)(F)F)CC2)C2COC2)=O 1-methyl-3-(oxetan-3-yl)-5-(2-(2-(trifluoromethyl)pyridin-4-yl)-2,6-diazaspiro[3.4]octan-6-yl)-1,3-dihydro-2H-imidazo[4,5-b]pyrazin-2-one